BrC=1C=C(CNC(OC(C)(C)C)=O)C=C(C1)Cl tert-Butyl 3-bromo-5-chlorobenzylcarbamate